C1(CC1)C(CC(=O)O)C1=CC(=CC=C1)OCC1=CC(=C(C=C1)C1=C(C=CC(=C1)OC)F)C(C)(C#C)C 3-cyclopropyl-3-(3-((2'-fluoro-5'-methoxy-2-(2-methylbut-3-yn-2-yl)-[1,1'-biphenyl]-4-yl)methoxy)phenyl)propanoic acid